N1=CN=C(C2=C1NC=C2)OC2=CC=C(C=C2)NC(CC2=CC=C(C=C2)C(F)(F)F)=O N-(4-((7H-pyrrolo[2,3-D]pyrimidine-4-yl)oxy)phenyl)-2-(4-(trifluoromethyl)phenyl)acetamide